ethyl 1-ethyl-3-iodo-pyrazole-4-carboxylate C(C)N1N=C(C(=C1)C(=O)OCC)I